BrC=1C=CC(=C(OCCCN2[C@@H](CCC2)C(=O)O)C1)C=1OC2=C(C=CC=C2C(C1)=O)Cl (2S)-1-[3-[5-bromo-2-(8-chloro-4-oxo-chromen-2-yl)phenoxy]propyl]pyrrolidine-2-carboxylic acid